NC1=NC(=C(C=2N1C(N(N2)CC2=NC(=C(C=C2)F)N)=O)C2=CC(=NC(=C2)C)CO)C2=C(C(=C(C(=C2[2H])[2H])[2H])[2H])[2H] 5-amino-2-[(6-amino-5-fluoro-2-pyridinyl)methyl]-8-[2-(hydroxymethyl)-6-methyl-4-pyridinyl]-7-(2,3,4,5,6-pentadeutero-phenyl)-[1,2,4]triazolo[4,3-c]pyrimidin-3-one